C(CCCCCCCCCCCCCCCCC)SCC1(CC(=CC=C1O)CSCCCCCCCCCCCCCCCCCC)C 2,4-bis[(stearylsulfanyl)methyl]-o-cresol